O=C1CCCC[C@@](N1)(C(=O)OCC)CC=C ethyl (2S)-7-oxo-2-(prop-2-en-1-yl)azepane-2-carboxylate